C[C@@H]1O[C@H](CN(C1)C1=C(C=C(C=N1)C1(CC2(C1)CC(C2)N)N)C)C 2-(6-((2S,6S)-2,6-dimethylmorpholino)-5-methylpyridin-3-yl)spiro[3.3]heptane-2,6-diamine